tert-butyl (S)-2-methyl-4-((cis)-4-(((2-nitro-4-sulfamoylphenyl)amino)methyl)cyclohexyl)piperazine-1-carboxylate C[C@@H]1N(CCN(C1)[C@@H]1CC[C@@H](CC1)CNC1=C(C=C(C=C1)S(N)(=O)=O)[N+](=O)[O-])C(=O)OC(C)(C)C